6-bromopyrrolo[2,1-f][1,2,4]triazin-4-amine BrC=1C=C2C(=NC=NN2C1)N